C(C)(C)(C)[Si](OC1CCC(CC1)SC)(C)C tert-Butyldimethyl-((4-(methylthio)cyclohexyl)oxy)silane